4-methoxy-3-(N-(2-(3-methoxy-3-methylazetidin-1-yl)-5-(trifluoromethyl)phenyl)sulfamoyl)benzoic acid COC1=C(C=C(C(=O)O)C=C1)S(NC1=C(C=CC(=C1)C(F)(F)F)N1CC(C1)(C)OC)(=O)=O